2,2-Dimethyl-7-(1'-methyl-[1,3'-biazetidin]-3-yl)-N-phenethyl-3,4-dihydroquinoline-1(2H)-carboxamide CC1(N(C2=CC(=CC=C2CC1)C1CN(C1)C1CN(C1)C)C(=O)NCCC1=CC=CC=C1)C